N,2,4-trimethyl-1H-pyrrole-3-carboxamide CNC(=O)C1=C(NC=C1C)C